N-methyl-1-(5-(Methylamino)nicotinoyl)pyrrolidine-2-carboxamide CNC(=O)C1N(CCC1)C(C1=CN=CC(=C1)NC)=O